4-bromobenzaldehyde N-(2,6-dimethylphenyl)semicarbazone CC1=C(C(=CC=C1)C)N(N=CC1=CC=C(C=C1)Br)C(=O)N